[Ga].CC(C)(C(CC(C(C)(C)C)=O)=O)C 2,2,6,6-tetramethyl-heptane-3,5-dione gallium